([2-[4-(2-hydroxy-2-methylpropoxy)pyridin-2-yl]-5H,6H,7H-cyclopenta[d]pyrimidin-4-yl](methyl)amino)acetic acid OC(COC1=CC(=NC=C1)C=1N=C(C2=C(N1)CCC2)N(C)CC(=O)O)(C)C